2,2-dimethylcyclopropanecarbonitrile CC1(C(C1)C#N)C